4-[3-[2,6-Dichloro-4-(3,3-dimethylpiperazin-1-yl)benzoyl]-2,4-dihydro-1,3-benzoxazin-8-yl]-5-fluoro-2-(3-oxa-8-azabicyclo[3.2.1]octan-8-yl)benzoic acid ClC1=C(C(=O)N2COC3=C(C2)C=CC=C3C3=CC(=C(C(=O)O)C=C3F)N3C2COCC3CC2)C(=CC(=C1)N1CC(NCC1)(C)C)Cl